methyl 5-fluoro-1-(2-(trifluoromethyl)phenyl)-1H-indazole-6-carboxylate FC=1C=C2C=NN(C2=CC1C(=O)OC)C1=C(C=CC=C1)C(F)(F)F